CN([C@H]1CN2C(OC1)=C(C=N2)S(=O)(N)=NC(NC2=C1CCCC1=C(C=1CCCC21)F)=O)C (6S)-6-(dimethylamino)-N'-((8-fluoro-1,2,3,5,6,7-hexahydro-s-indacen-4-yl)carbamoyl)-6,7-dihydro-5H-pyrazolo[5,1-b][1,3]oxazine-3-sulfonimidamide